CC1(CNC1)NC1=CC=CC=C1 3-methyl-N-phenylazetidin-3-amine